BrC1=CC(=C(O[C@H](C(=O)O)C2CC2)C=C1F)C1=NOC=C1 (2S)-2-[4-bromo-5-fluoro-2-(1,2-oxazol-3-yl)phenoxy]-2-cyclopropylacetic acid